OC(C)S(=O)(=O)[O-].[Li+] lithium hydroxyethanesulphonate